2,5-Di-t-Butyl-Hydroquinone C(C)(C)(C)C1=C(O)C=C(C(=C1)O)C(C)(C)C